N2-((1R,4R)-4-fluorocyclohexyl)-4-(morpholinomethyl)pyridine-2,6-diamine FC1CCC(CC1)NC1=NC(=CC(=C1)CN1CCOCC1)N